3-[6-(cyclobutylmethyl)-7-oxo-1H-pyrrolo[2,3-c]pyridin-4-yl]-N,N-dimethylbenzamide C1(CCC1)CN1C(C2=C(C(=C1)C=1C=C(C(=O)N(C)C)C=CC1)C=CN2)=O